5-(2-(6,7-dichloro-1-oxo-3,4-dihydroisoquinolin-2(1H)-yl)ethyl)-N-hydroxyisoxazole-3-carboxamide ClC=1C=C2CCN(C(C2=CC1Cl)=O)CCC1=CC(=NO1)C(=O)NO